O(C1=CC=CC=C1)PC1=CC=C(C=C1)C phenoxy-p-tolylphosphine